4-fluoro-3-(oxiran-2-ylmethoxy)benzene FC1=C(C=CC=C1)OCC1OC1